C(CC(=O)[O-])(=O)OC1CCCCC1.[Na+] sodium 2-cyclohexyl propanedioate